1-allyl-2-oxoimidazolidin C(C=C)N1C(NCC1)=O